C(C)(C)(C)OC(=O)N1CCC(CC1)C=1C=C(C(=O)O)C=CC1 3-(1-(tert-butoxy-carbonyl)piperidin-4-yl)benzoic acid